3-([2,2':6',2''-terpyridin]-4'-yloxy)propyl methacrylate C(C(=C)C)(=O)OCCCOC1=CC(=NC(=C1)C1=NC=CC=C1)C1=NC=CC=C1